C(CC)[Si](OCCCCC)(OCCCCC)C1=CC=CC2=CC=CC=C12 propyl-(naphthyl)dipentyloxysilane